potassium 6-fluoro-2,8-dimethylimidazo[1,2-a]pyridine-3-carboxylate FC=1C=C(C=2N(C1)C(=C(N2)C)C(=O)[O-])C.[K+]